FC=1C=CC(=NC1)NS(=O)(=O)C N-(5-fluoropyridin-2-yl)methanesulfonamide